4-((3-Cyano-4-methoxypyrazolo[1,5-a]pyridin-5-yl)amino)-N-(methyl-d3)-2-((5-morpholinopyridin-2-yl)amino)pyrimidine-5-carboxamide C(#N)C=1C=NN2C1C(=C(C=C2)NC2=NC(=NC=C2C(=O)NC([2H])([2H])[2H])NC2=NC=C(C=C2)N2CCOCC2)OC